C(#N)C=1C(=CC(=NC1)NC(=O)N1CCCC2=CC(=C(N=C12)C=O)CN(C(COC)=O)C)N[C@@H]1COC[C@H]1OC N-(5-Cyano-4-(((trans)-4-methoxytetrahydrofuran-3-yl)amino)pyridin-2-yl)-7-formyl-6-((2-methoxy-N-methylacetamido)methyl)-3,4-dihydro-1,8-naphthyridin-1(2H)-carboxamide